C(=CC1=CC=CC=C1)C1=NC2=CC=CC=C2C1 2-STYRYL-3H-INDOLE